COC[C@H]1N(C[C@@H](N(C1)C1=CC(N(C=2C=CC(=NC12)C#N)C)=O)C)C(C)C1=CC=C(C=C1)OC(F)(F)F 8-[(2S,5S)-5-(methoxymethyl)-2-methyl-4-{1-[4-(trifluoromethoxy)phenyl]ethyl}piperazin-1-yl]-5-methyl-6-oxo-5,6-dihydro-1,5-naphthyridine-2-carbonitrile